BrC=1N(N=C2N=C(C=CC21)C2=C(C=C(C=C2C)C(F)(F)F)OCOCC)[C@@H]2CCC(N(C2)C)=O |r| (R and S)-5-(3-bromo-6-(2-(ethoxymethoxy)-6-methyl-4-(trifluoro-methyl)phenyl)-2H-pyrazolo[3,4-b]pyridin-2-yl)-1-methylpiperidin-2-one